C(C)(=O)N(C(CCC1=CC=C(C=C1)Cl)=O)C1=C(C(=NN1)C1=CC=NC=C1)C N-acetyl-3-(4-chlorophenyl)-N-(4-methyl-3-(pyridin-4-yl)-1H-pyrazol-5-yl)propanamide